FC(C=1C=CC(=NC1)NC1=CC=C(C=C1)S(=O)(=O)N)(F)F 4-((5-(Trifluoromethyl)pyridin-2-yl)amino)benzenesulfonamide